OC[C@H]1C[C@@H](CCC1)O |o1:2,4| (1R*,3R*)-3-(Hydroxymethyl)cyclohexan-1-ol